C12(CC3CC(CC(C1)C3)C2)CC=O adamantaneacetaldehyde